N-(4-bromo-2-(difluoromethoxy)phenyl)-3-(2-isopropylphenyl)-5-oxopyrrolidine-3-carboxamide BrC1=CC(=C(C=C1)NC(=O)C1(CNC(C1)=O)C1=C(C=CC=C1)C(C)C)OC(F)F